C(C)(C)(C)C1=C(C(=C(C(=C1SSC1=C(C(=C(C(=C1C(C)(C)C)C(C)(C)C)C(C)(C)C)C(C)(C)C)C(C)(C)C)C(C)(C)C)C(C)(C)C)C(C)(C)C)C(C)(C)C penta-t-butylphenyl disulfide